N1(N=NC=C1)C1=CC=C(C=C1)[C@@H]1CN(CC[C@H]1OC1=C2C=CNC2=C(C=C1C)C)C |r| racemic-4-(((3R*,4R*)-3-(4-(1H-1,2,3-triazol-1-yl)phenyl)-1-methylpiperidin-4-yl)oxy)-5,7-dimethyl-1H-indole